2-fluoro-N-((1R)-2-(9-methyl-10-oxo-7-phenyl-3,9-diazaspiro[5.5]undecan-3-yl)-1-(1-methylpiperidin-4-yl)-2-oxoethyl)-5-(trifluoromethyl)benzamide FC1=C(C(=O)N[C@@H](C(=O)N2CCC3(CC2)C(CN(C(C3)=O)C)C3=CC=CC=C3)C3CCN(CC3)C)C=C(C=C1)C(F)(F)F